C1(CC1)C(=O)N1CCN(CC1)C(=O)C=1C=C(C=CC1F)C1=NNC(C2=CC=CC=C12)=O 4-(3-{[4-(cyclopropylcarbonyl)piperazin-1-yl]Carbonyl}4-fluorophenyl)phthalazin-1(2H)-one